NC1=C(C(=CC=C1)F)C1=C(C=C2C=NC(=NN2C1=O)OC[C@H]1N(CCC1)C)C(F)(F)F 7-(2-amino-6-fluorophenyl)-2-(((S)-1-methylpyrrolidin-2-yl)methoxy)-6-(trifluoromethyl)-8H-pyrido[2,1-f][1,2,4]triazin-8-one